N-[1-methyl-2-(4-methyl-1-[[2-(trimethylsilyl)ethoxy]methyl]indazol-5-yl)pyrrolo[2,3-c]pyridin-5-yl]cyclopropanecarboxamide CN1C(=CC=2C1=CN=C(C2)NC(=O)C2CC2)C=2C(=C1C=NN(C1=CC2)COCC[Si](C)(C)C)C